2-{[4,6-bis(4-fluorophenyl)quinolin-2-yl](methyl)amino}acetic acid FC1=CC=C(C=C1)C1=CC(=NC2=CC=C(C=C12)C1=CC=C(C=C1)F)N(CC(=O)O)C